N-[(4-chloro-2-fluorophenyl)methyl]-6-methyl-4-[(1-methylcyclopropyl)amino]furo[2,3-d]pyrimidine-5-carboxamide ClC1=CC(=C(C=C1)CNC(=O)C1=C(OC=2N=CN=C(C21)NC2(CC2)C)C)F